CC1=C(C=2N(C=C1C1=C(C=3N=C(SC3N1)C1CCC(CC1)NCC(=O)N(C)C)C(C)C)N=CN2)C 2-((4-(5-(7,8-dimethyl-[1,2,4]triazolo[1,5-a]pyridin-6-yl)-6-isopropyl-4H-pyrrolo[3,2-d]thiazol-2-yl)cyclohexyl)amino)-N,N-dimethylacetamide